CC(C(=O)O)CCCl 2-methyl-4-chloro-butanoic acid